6-(2-hydroxy-2-methylpropyloxy)pyrazolo[1,5-a]Pyridine-3-carbonitrile hydrochloride Cl.OC(COC=1C=CC=2N(C1)N=CC2C#N)(C)C